P(=O)([O-])([O-])[O-].[Li+].[Li+].[Li+] lithium phosphate